N1=CC=C(C=C1)C=1N=C(C2=C(N1)C=NC=C2)N 2-(pyridin-4-yl)pyrido[3,4-d]Pyrimidin-4-amine